NCCCCCN1C(=NC2=C1C(=CC=C2)C=2C(=NC=CC2)OC)NC(=O)C=2C=C(C(=O)O)C=CC2 3-((1-(5-aminopentyl)-7-(2-methoxypyridin-3-yl)-1H-benzo[d]imidazol-2-yl)carbamoyl)benzoic acid